C(C)(C)(C)OC(=O)N1CC=C(CC1)C=1C=C2C(=C(NC2=CC1C)C1=CC(=C(C=C1)OC)OC)CC 4-(2-(3,4-dimethoxyphenyl)-3-ethyl-6-methyl-1H-indol-5-yl)-5,6-dihydropyridine-1(2H)-carboxylic acid tert-butyl ester